6-(7-(8-ethylnaphthalen-1-yl)-2-((hexahydro-1H-pyrrolizin-7a-yl)methoxy)-5,6,7,8-tetrahydropyrido[3,4-d]pyrimidin-4-yl)-6,7,8,9-tetrahydro-5H-pyrido[3,2-c]azepine C(C)C=1C=CC=C2C=CC=C(C12)N1CC=2N=C(N=C(C2CC1)N1CC2=C(CCC1)N=CC=C2)OCC21CCCN1CCC2